CC=1C(=NC(=NC1)NC1=CC2=C(C(N(CCC2)C)=O)C=C1)NN1C(OC2=C1C=CC=C2)=O (5-methyl-2-(2-methyl-1-oxo-2,3,4,5-tetrahydro-1H-benzo[c]azepin-7-ylamino)pyrimidin-4-ylamino)benzo[d]oxazol-2(3H)-one